C[N+]1=CC=C(C=C1)C2=C3C=CC(=C(C4=NC(=C(C5=CC=C(N5)C(=C6C=CC2=N6)C7=CC=[N+](C=C7)C)C8=CC=[N+](C=C8)C)C=C4)C9=CC=[N+](C=C9)C)N3 The molecule is an organic cation that is porphyrin bearing four 1-methylpyridinium-4-yl groups at the 5-, 10-, 15- and 20-positions. It has a role as a photosensitizing agent, an angiogenesis inhibitor, an antineoplastic agent and an EC 2.7.7.49 (RNA-directed DNA polymerase) inhibitor. It derives from a hydride of a porphyrin.